NCCNCCCN 3-(2-aminoethyl)aminopropylamine